t-butylbenzoyl-toluoyl-sulfamide C(C)(C)(C)NS(=O)(=O)N(C(=O)C=1C(=CC=CC1)C)C(C1=CC=CC=C1)=O